5-(1-(ethoxyimino)ethyl)pyrimidine-2,4(1H,3H)-dione C(C)ON=C(C)C=1C(NC(NC1)=O)=O